(R)-N-(1-((6-chloro-2-(trifluoromethyl)quinolin-4-yl)amino)piperidin-3-yl)-1-methyl-1H-pyrazole-4-carboxamide ClC=1C=C2C(=CC(=NC2=CC1)C(F)(F)F)NN1C[C@@H](CCC1)NC(=O)C=1C=NN(C1)C